CC1(CC(CC(C1)C)OC=1C(C(=O)O)=CC=CC1)C.C(C)(=O)C(CCC[C@H](N)C(=O)O)N ε-acetyl-lysine 3,3,5-trimethyl-cyclohexylsalicylate